NC1=C2C(=NC=N1)N(N=C2C#CC2=CC(=CC(=C2)OC)OC)[C@@H]2CN(CC2)C(C=C)=O (S)-1-(3-(4-amino-3-((3,5-dimethoxyphenyl)ethynyl)-1H-pyrazolo[3,4-d]pyrimidin-1-yl)-1-pyrrolidinyl)-2-propen-1-one